tert-butyl ((3R,6S)-6-(2-(trans-2-((trifluoromethoxy)methyl)cyclopropanecarbonyl)hydrazinecarbonyl)tetrahydro-2H-pyran-3-yl)carbamate FC(OC[C@H]1[C@@H](C1)C(=O)NNC(=O)[C@@H]1CC[C@H](CO1)NC(OC(C)(C)C)=O)(F)F